C(N)(=N)C1=CC=C2C(=N1)C=C(N2COCC[Si](C)(C)C)CN(C(OC(C)(C)C)=O)C tert-butyl ((5-carbamimidoyl-1-((2-(trimethylsilyl)ethoxy)methyl)-1H-pyrrolo[3,2-b]pyridin-2-yl)methyl)(methyl)carbamate